C(C)(=O)NC=1C=CC2=CC3=CC=C(C=C3N=C2C1)N 3-(acetylamino)-6-aminoacridine